((1-(6,7-dimethoxyquinazolin-4-yl)piperidin-4-yl)methyl)boronic acid COC=1C=C2C(=NC=NC2=CC1OC)N1CCC(CC1)CB(O)O